Cl.S1C=C(C=C1)/C=C/C1=CC=C(S1)CN1C(NN=C1)=O 4-[[5-[(E)-2-(3-thienyl)vinyl]-2-thienyl]methyl]-1,2,4-triazol-3-one hydrochloride